O(C1=CC=CC=C1)C=1C=CC=C(C#N)C1 5-phenoxybenzonitrile